3-acetoxy-4-{[1-(5-benzyloxypyridin-2-yl)-1-oxoprop-2-yl]Oxy}benzoic acid methyl ester COC(C1=CC(=C(C=C1)OC(C(=O)C1=NC=C(C=C1)OCC1=CC=CC=C1)C)OC(C)=O)=O